C(C1=CC=CC=C1)O[C@@H]1[C@@H]([C@@H](OSCC)O[C@@H]([C@H]1OC(C1=CC=CC=C1)=O)COC(C1=CC=CC=C1)=O)OCC1=CC=CC2=CC=CC=C12 ethylthio 3-O-benzyl-4,6-di-O-benzoyl-2-O-naphthylmethyl-α-D-mannopyranoside